[Si](C)(C)(C(C)(C)C)OC1=C(CNC=2C=C(C(=NC2)S(=O)(=O)NC=2SC(=C(N2)C2=CC(=C(C=C2)F)F)C=2N=CN(C2)C(C2=CC=CC=C2)(C2=CC=CC=C2)C2=CC=CC=C2)C)C=CC=C1OC 5-((2-((tert-butyldimethylsilyl)oxy)-3-methoxybenzyl)amino)-N-(4-(3,4-difluorophenyl)-5-(1-trityl-1H-imidazol-4-yl)thiazol-2-yl)-3-methylpyridine-2-sulfonamide